N,N-dimethyl-dimethylacetamide CN(C(C(C)C)=O)C